ClC1=CC2=C(C=C3N2C(=NN(C3=O)CC(=O)NCC(CO)(C)C)C(C)C)S1 2-(2-Chloro-5-isopropyl-8-oxothieno[2',3':4,5]pyrrolo[1,2-d][1,2,4]triazin-7(8H)-yl)-N-(3-hydroxy-2,2-dimethylpropyl)acetamide